N-(o-chlorophenyl)-2-bromo-acetamide ClC1=C(C=CC=C1)NC(CBr)=O